N-(4-cyanobenzyl)-6-((1-((1-(1,2-dihydroxyethyl)cyclopropyl)sulfonyl)cyclopropyl)methyl)-1-methyl-7-oxo-4,5,6,7-tetrahydro-1H-pyrazolo[3,4-c]pyridine-3-carboxamide C(#N)C1=CC=C(CNC(=O)C2=NN(C=3C(N(CCC32)CC3(CC3)S(=O)(=O)C3(CC3)C(CO)O)=O)C)C=C1